C(C1=CC=CC=C1)OP(OCC1=CC=CC=C1)(=O)CCC(=O)N1C=C(C2=CC(=CC=C12)Br)/C(=C/C1=C(C=CC(=C1)C#N)OC)/C#N (Z)-3-(5-bromo-3-(1-cyano-2-(5-cyano-2-methoxyphenyl)vinyl)-1H-indol-1-yl)-3-oxopropyl-phosphonic acid dibenzyl ester